indol-3-YLACETIC ACID N1C=C(C2=CC=CC=C12)CC(=O)O